CS(=O)(=O)NC(=O)N1OC=2C(CCC1)C(C=CC2)C2=CN=C(S2)C=2C=NC=CC2 N-methylsulfonyl-6-[2-(3-pyridyl)thiazol-5-yl]tetrahydrobenzoxazepine-2-carboxamide